ClC=1C=CC2=C([C@@H](C[C@@H](O2)C(=O)NC23CC(C2)(C3)N3N=NC(=C3)C3CC(C3)OC(F)F)O)C1 (2R,4R)-6-chloro-N-(3-{4-[(1s,3S)-3-(difluoromethoxy)cyclobutyl]-1H-1,2,3-triazol-1-yl}bicyclo[1.1.1]pentan-1-yl)-4-hydroxy-3,4-dihydro-2H-1-benzopyran-2-carboxamide